8-(2-fluoro-5-(2-morpholinoethoxy)phenyl)quinazolin FC1=C(C=C(C=C1)OCCN1CCOCC1)C=1C=CC=C2C=NC=NC12